4-acetyl-2-(4-(methoxycarbonyl)phenyl)piperazin C(C)(=O)N1CC(NCC1)C1=CC=C(C=C1)C(=O)OC